N-(1-(3,4-dichlorobenzyl)-2,3-diketoindol-5-yl)-2-fluoro-4-nitrobenzamide ClC=1C=C(CN2C(C(C3=CC(=CC=C23)NC(C2=C(C=C(C=C2)[N+](=O)[O-])F)=O)=O)=O)C=CC1Cl